6,8-Dibromopyrrolo[1,2-a]pyrazine BrC1=CC(=C2N1C=CN=C2)Br